NC(C)C1=CC=C(C=C1)NC(NC1=CC=CC=C1)=O 3-[4-(1-aminoethyl)phenyl]-1-phenylurea